N-(3-chloro-5-(methylsulfonamido)phenyl)-1-(2-azaspiro[3.3]heptan-6-yl)-1H-pyrazole-4-carboxamide ClC=1C=C(C=C(C1)NS(=O)(=O)C)NC(=O)C=1C=NN(C1)C1CC2(CNC2)C1